tris(2,2',6'-tetramethyl-3,5-heptanedione) iridium [Ir].CC(C(CC(C(C)(C)C)=O)=O)(C)C.CC(C(CC(C(C)(C)C)=O)=O)(C)C.CC(C(CC(C(C)(C)C)=O)=O)(C)C